4-(3-aminopropanamido)-1-methyl-N-(1-methyl-5-{[2-(propylcarbamoyl)ethyl]carbamoyl}pyrrol-3-yl)pyrrole-2-carboxamide NCCC(=O)NC=1C=C(N(C1)C)C(=O)NC1=CN(C(=C1)C(NCCC(NCCC)=O)=O)C